CC=1C=C(C=C2CC(NC12)=O)NC1=NC(=CC=C1C#CCOC1OCCCC1)C(F)(F)F 7-Methyl-5-((3-(3-((tetrahydro-2H-pyran-2-yl)oxy)prop-1-yn-1-yl)-6-(trifluoromethyl)pyridin-2-yl)amino)indolin-2-one